1-(1-(((7-(8-ethylnaphthalen-1-yl)-4-(3-(isoxazol-3-yl)piperidin-1-yl)-5,6,7,8-tetrahydropyrido[3,4-d]pyrimidin-2-yl)oxy)methyl)cyclopropyl)-N,N-dimethylmethanamine C(C)C=1C=CC=C2C=CC=C(C12)N1CC=2N=C(N=C(C2CC1)N1CC(CCC1)C1=NOC=C1)OCC1(CC1)CN(C)C